2-((2,2-Dioxo-1,3-Dihydrobenzo[c]thiophen-5-yl)amino)-8-((1R,2R)-2-hydroxy-2-methylcyclopentyl)-5-methyl-6-((trimethylsilyl)ethynyl)pyrido[2,3-d]pyrimidin-7(8H)-one O=S1(CC2=C(C1)C=C(C=C2)NC=2N=CC1=C(N2)N(C(C(=C1C)C#C[Si](C)(C)C)=O)[C@H]1[C@](CCC1)(C)O)=O